C(C)(C)(C)C1CCN(CC1)C(C(=O)O)C1=CC=CC=C1 2-(4-(tert-butyl)piperidin-1-yl)-2-phenylacetic acid